C(C=C)(=O)N1[C@H](CN(CC1)C1=NC(=NC2=C(C(=C(C=C12)Cl)C1=CC(=CC2=CC=CC=C12)O)F)OCC=O)CC#N 2-((2S)-1-acryloyl-4-(6-chloro-8-fluoro-7-(3-hydroxynaphthalen-1-yl)-2-(2-oxoethoxy)quinazolin-4-yl)piperazin-2-yl)acetonitrile